O1C(=CC=C1)C=1NC(=NN1)SCC(=O)NC1=CC(=CC=C1)OC 2-((5-(furan-2-yl)-4H-1,2,4-triazol-3-yl)thio)-N-(3-methoxyphenyl)acetamide